2,3,4,5,6,10b,11,12-octahydro-3,3-dimethyl-spiro[4b-azachrysen-12,2'-[1,3]dithiolan]-1-on CC1(CC(C2=C(C1)N1CCC3=CC=CC=C3C1CC21SCCS1)=O)C